C(#N)C1(CC1)CC(=O)N1CCC(=CC1)C1=C2C(=NC(=C1)NC(=O)C1CC1)NC=C2 N-(4-(1-(2-(1-cyanocyclopropyl)acetyl)-1,2,3,6-tetrahydropyridin-4-yl)-1H-pyrrolo[2,3-b]pyridin-6-yl)cyclopropylcarboxamide